1-(2-aminoethyl)-4,5,6,7-tetrahydro-1H-indole-2-carboxylic acid ethyl ester C(C)OC(=O)C=1N(C=2CCCCC2C1)CCN